C(C)(C)(C)C=1C=C(C=C(C1O)C(C)(C)C)CCC(=O)OCCSCCOC(CCC1=CC(=C(C(=C1)C(C)(C)C)O)C(C)(C)C)=O thiodiethylene bis[3-(3,5-di-tertiary butyl-4-hydroxyphenyl) propionate]